ClC=1C=C(C=CC1)[C@@H](CNC(=O)[C@@H]1[C@H](C1)C1=CC=CC=C1)OCC#N (1S,2S)-N-[(2S)-2-(3-chlorophenyl)-2-(cyanomethoxy)ethyl]-2-phenyl-cyclopropanecarboxamide